IC=1C=C(C=CC1OCOC)CCC(=O)[O-] 3-(3-iodo-4-(methoxy-methoxy)phenyl)propanoate